C[C@H]1N(CCOC1)C=1C2=C(N=C(N1)C1=C3C(=NC=C1)NC=C3)C(=CS2)C(C)N2CCNCC2 (3R)-3-methyl-4-(7-(1-(piperazin-1-yl)ethyl)-2-(1H-pyrrolo[2,3-b]pyridin-4-yl)thieno[3,2-d]pyrimidin-4-yl)morpholine